2-(3,3-dimethylazetidin-1-yl)-3-methyl-aniline CC1(CN(C1)C1=C(N)C=CC=C1C)C